C(CC=C)OP(=O)(O)O.COCCNC1=CC=CC=C1 N-(2-methoxyethyl)aniline 3-butenyl-phosphate